((2R,3s,4R,5R)-5-(4-aminopyrrolo[2,1-f][1,2,4]triazin-7-yl)-5-cyano-3,4-dihydroxytetrahydrofuran-2-yl)methyl ((R)-2-((4-cyanobenzyl)oxy)-3-(hexadecyloxy)propyl) hydrogen phosphate P(=O)(OC[C@H]1O[C@@]([C@@H]([C@@H]1O)O)(C#N)C1=CC=C2C(=NC=NN21)N)(OC[C@@H](COCCCCCCCCCCCCCCCC)OCC2=CC=C(C=C2)C#N)O